C1NCC12CN(CC2)CCCC 4-(2,6-diazaspiro[3.4]octan-6-yl)butan